COC1=C(CNC=2C3=C(N=CN2)C(=CN3)C3CCN(CC3)C(C(C)C)=O)C=CC(=C1)OC 1-(4-(4-((2,4-dimethoxybenzyl)amino)-5H-pyrrolo[3,2-d]pyrimidin-7-yl)piperidin-1-yl)-2-methylpropan-1-one